C(C=C)N1N(C2=NC(=NC=C2C1=O)NC1=CC(=C2C(=NN(C2=C1)C)C)F)C1=NC(=CC=C1)C(C)(C)O 2-allyl-6-((4-fluoro-1,3-dimethyl-1H-indazol-6-yl)amino)-1-(6-(2-hydroxypropan-2-yl)pyridin-2-yl)-1,2-dihydro-3H-pyrazolo[3,4-d]pyrimidin-3-one